[Pb](I)I.NC(=[NH2+])N Guanidinium lead iodide